(R)-1-(5-ethynyl-1,3,4-thiadiazol-2-yl)-3-(2-hydroxy-1-(4-(1-hydroxyisoquinolin-8-yl)-phenyl)ethyl)urea C(#C)C1=NN=C(S1)NC(=O)N[C@@H](CO)C1=CC=C(C=C1)C=1C=CC=C2C=CN=C(C12)O